N1=CN=C(C2=C1NC=C2)NC=2C=C(C=CC2N2CCOCC2)NC(=O)C2CCCC2 N-(3-((7H-pyrrolo[2,3-d]pyrimidin-4-yl)amino)-4-morpholinophenyl)cyclopentanecarboxamide